OC1=C(C=NC=C1)C1=NC=C2NC(N(C2=N1)C1=C(C=CC=C1)C(F)(F)F)=O 2-(4-Hydroxypyridin-3-yl)-8-oxo-9-(2-(trifluoromethyl)phenyl)-8,9-dihydro-7H-purine